NC=1C=CC(=C(C1)C=1C=NC2=CC(=NC=C2C1)NC)C 3-(5-amino-2-methylphenyl)-N-methyl-1,6-naphthyridin-7-amine